C(C)(C)(C)OC(=O)N[C@@H](CCSCCC1(CCC1)C1=NC=C(C=N1)C1=C(C=C(C=C1)Cl)Cl)C(=O)[O-] (tert-butoxycarbonyl)-S-(2-(1-(5-(2,4-dichlorophenyl) pyrimidin-2-yl) cyclobutyl) ethyl)-Z-homocysteinate